3-(3-((tert-butoxycarbonyl)amino)propyl)-1H-imidazol-3-ium C(C)(C)(C)OC(=O)NCCC[N+]1=CNC=C1